C(#N)C1=CC=C(C=C1)C1CCN(CC1)C(=O)C=1C=CC(=C(C1)NC=1C=C(C(=O)NCC)C=CN1)C 2-((5-(4-(4-cyanophenyl)piperidine-1-carbonyl)-2-methylphenyl)amino)-N-ethylisonicotinamide